CCC(C)C=1C=C(CNCCCC2=C(C(=O)O)C=CC(=C2)C)C=CC1 [3-(3-butyl)benzylaminopropyl]4-methylbenzoic acid